CP(C)CC1(CC1)CO (1-((dimethylphosphino)methyl)cyclopropyl)methanol